1-(2,6-difluorophenyl)-4-((4-(5-(methoxymethyl)-3-(trifluoromethyl)-1H-1,2,4-triazol-1-yl)phenyl)amino)-1H-pyrazole-3-carboxamide FC1=C(C(=CC=C1)F)N1N=C(C(=C1)NC1=CC=C(C=C1)N1N=C(N=C1COC)C(F)(F)F)C(=O)N